FC1=C(C2=C(C(=C(C(=C2C(=C1F)F)F)F)F)F)[B-](C1=C(C(=C(C2=C(C(=C(C(=C12)F)F)F)F)F)F)F)(C1=C(C(=C(C2=C(C(=C(C(=C12)F)F)F)F)F)F)F)C1=C(C(=C(C2=C(C(=C(C(=C12)F)F)F)F)F)F)F.C[NH+](C1=CC=CC=C1)C N,N-dimethylanilinium [tetrakis(perfluoronaphthyl)borate]